P(=O)(=O)C(C(=O)O)C phosphopropionic acid